COC(=O)C1(CCNCC1)C 4-methylpiperidine-4-carboxylic acid (R)-methyl ester